C(C)N1CCN(CCC1)C1=C(C=C(C=C1)C(=O)N1CCC(CC1)C1=CC=C(C=C1)OC=1N=NC(=CC1)C(F)(F)F)NS(=O)(=O)CC1=CC=CC=C1 N-(2-(4-ethyl-1,4-diazepan-1-yl)-5-(4-(4-((6-(trifluoromethyl)pyridazin-3-yl)oxy)phenyl)-piperidine-1-carbonyl)phenyl)-1-phenylmethanesulfonamide